cyclopentane-2-one C1C(CCC1)=O